(trityl)sulfane C(C1=CC=CC=C1)(C1=CC=CC=C1)(C1=CC=CC=C1)S